C1(CC1)C1=C(C=CC=C1)C1=NC(=CC2=C1N=CN2C)OCC2=CC=C(C=C2)N2N=C(C=C2C)C(F)(F)F 4-(2-cyclopropylphenyl)-1-methyl-6-((4-(5-methyl-3-(trifluoromethyl)-1H-pyrazol-1-yl)benzyl)oxy)-1H-imidazo[4,5-c]pyridine